CC1(CC=2C(CCCC2CC1C)(C)C)C(C)=O 1-(1,2,3,4,5,6,7,8-octahydro-2,3,8,8-tetramethyl-2-naphthalenyl)-ethan-1-one